C(C)(C)C1=C(NC2=CC=C(C=C12)C1CCNCC1)C1=C(C(=NC=C1)N)C 4-(3-isopropyl-5-(piperidin-4-yl)-1H-indol-2-yl)-3-methylpyridin-2-amine